5-[1-(5-Fluoro-2-pyridyl)-2-methoxy-ethoxy]-7-[5-methyl-1-(4-piperidyl)triazol-4-yl]imidazo[1,2-a]pyridine-3-carbonitrile FC=1C=CC(=NC1)C(COC)OC1=CC(=CC=2N1C(=CN2)C#N)C=2N=NN(C2C)C2CCNCC2